((5-(6-(benzyloxy)-1,4-oxazepan-4-yl)-6-((dimethylamino) methyl) pyridin-2-yl) amino)-4-(7-fluoroimidazo[1,2-a]pyridin-3-yl)-1-oxoisoindoline-2-carboxylate C(C1=CC=CC=C1)OC1CN(CCOC1)C=1C=CC(=NC1CN(C)C)NC1N(C(C2=CC=CC(=C12)C1=CN=C2N1C=CC(=C2)F)=O)C(=O)[O-]